(2R,4S)-1-([1,3]dioxolo[4,5-c]pyridin-4-ylmethyl)-4-hydroxy-N-(4-(pyridin-3-yl)phenyl)pyrrolidine-2-carboxamide O1COC=2C(=NC=CC21)CN2[C@H](C[C@@H](C2)O)C(=O)NC2=CC=C(C=C2)C=2C=NC=CC2